ClC1=NC=NC=C1OC1=C(C=C(C=C1)F)N1C(=NC=C1)C(C)C 4-chloro-5-(4-fluoro-2-(2-isopropyl-1H-imidazol-1-yl)phenoxy)pyrimidine